methyl cis-3-((methylsulfonyl)amino)-2-(((1-(1,3-thiazol-4-yl)piperidin-4-yl)oxy)methyl)piperidine-1-carboxylate CS(=O)(=O)N[C@@H]1[C@@H](N(CCC1)C(=O)OC)COC1CCN(CC1)C=1N=CSC1